[6-[(3,4-dimethylpyrimido[4',5':4,5]thieno[2,3-c]pyridazin-8-yl)amino]-2-azaspiro[3.3]heptan-2-yl]-[4-(trifluoromethyl)phenyl]methanone CC1=C(C2=C(N=N1)SC1=C2N=CN=C1NC1CC2(CN(C2)C(=O)C2=CC=C(C=C2)C(F)(F)F)C1)C